tert-butyl (2R,5S)-5-((R)-2-(2-hydroxyphenyl)-4,5-dihydrooxazol-4-yl)-1-methylpyrrolidine-2-carboxylate OC1=C(C=CC=C1)C=1OC[C@H](N1)[C@@H]1CC[C@@H](N1C)C(=O)OC(C)(C)C